Benzyl (2R,4R)-4-[(2S)-butan-2-yl]-2-tert-butyl-4-methyl-5-oxo-1,3-oxazolidine-3-carboxylate C[C@@H](CC)[C@]1(N([C@H](OC1=O)C(C)(C)C)C(=O)OCC1=CC=CC=C1)C